3-(3-(4-(4-fluoro-2-methoxyphenyl)pyridin-2-yl)ureido)-N-(1-methylpiperidin-4-yl)benzamide FC1=CC(=C(C=C1)C1=CC(=NC=C1)NC(NC=1C=C(C(=O)NC2CCN(CC2)C)C=CC1)=O)OC